C(CCCCCC)C(OCCCCCCN(CCCCO)CCC[C@@H](C)C1CCC2C3CCC4C[C@@H](CC[C@@]4(C3CC[C@]12C)C)OC)O[Si](OCC(CCCCCCCC)CCCCCC)(C)C 13-heptyl-18-hexyl-5-((4R)-4-((3R,10S,13R)-3-methoxy-10,13-dimethylhexadecahydro-1H-cyclopenta[a]phenanthren-17-yl)pentyl)-15,15-dimethyl-12,14,16-trioxa-5-aza-15-silahexacosan-1-ol